C(C)[C@H]1NCCN(C1)C(=O)C1(CCC1)C(F)(F)F (2R)-2-ethyl-4-[1-(trifluoromethyl)-cyclobutanecarbonyl]piperazin